CC1CCC(CC1)OC[C@H]1[C@H](CCC2=CC=C(C(N12)=O)C(C)C)NS(=O)(=O)C |o1:9,10| rel-N-[(3S,4R)-4-({[(1s,4S)-4-methylcyclohexyl]oxy}methyl)-6-oxo-7-{propan-2-yl}-1,3,4,6-tetrahydro-2H-quinolizin-3-yl]methanesulfonamide